tert-butyl (2-methyl-1-((2-(pyridin-4-yl)pyrido[3,4-d]pyrimidin-4-yl)amino)propan-2-yl)carbamate CC(CNC=1C2=C(N=C(N1)C1=CC=NC=C1)C=NC=C2)(C)NC(OC(C)(C)C)=O